C(N)(=N)C=1C=C(SC1)CNC(=O)[C@H]1NCC(C1)=C(F)F (S)-N-((4-carbamimidoylthiophen-2-yl)methyl)-4-(difluoromethylene)pyrrolidine-2-carboxamide